(2E)-3-(1-benzofuran-2-yl)prop-2-enoic acid O1C(=CC2=C1C=CC=C2)/C=C/C(=O)O